[Si]([O-])([O-])([O-])[O-].[Si+4].[Al+3] aluminum-silicon silicate